C=C(C)C=1C(NC=CC1)=O 3-(prop-1-en-2-yl)-1H-pyridin-2-one